C1(CC1)C1=C(C(=NO1)C1=C(C=CC=C1F)C1CC1)CO[C@H]1[C@@H]2C(N[C@H](C1)C2)=O (1S,4R,5R)-5-[[5-cyclopropyl-3-(2-cyclopropyl-6-fluorophenyl)-1,2-oxazol-4-yl]methoxy]-2-azabicyclo[2.2.1]heptan-3-one